3β-arachidylamido-7α,12α-dihydroxy-5α-cholan C(CCCCCCCCCCCCCCCCCCC)(=O)N[C@@H]1C[C@@H]2C[C@H]([C@H]3[C@@H]4CC[C@H]([C@@H](CCC)C)[C@]4([C@H](C[C@@H]3[C@]2(CC1)C)O)C)O